tert-butyl (3S)-3-[(1R)-1-hydroxy-2-[[2-(spiro[3.3]heptan-2-ylamino)pyridine-4-carbonyl]amino]ethyl]-7-(methoxymethoxy)-3,4-dihydro-1H-isoquinoline-2-carboxylate O[C@H](CNC(=O)C1=CC(=NC=C1)NC1CC2(C1)CCC2)[C@H]2N(CC1=CC(=CC=C1C2)OCOC)C(=O)OC(C)(C)C